C1(=CC=CC=C1)S(=O)(=O)N1C=C(C2=CC=CC=C12)CNCCOCCNC(OC(C)(C)C)=O tert-butyl (2-(2-(((1-(phenylsulfonyl)-1H-indol-3-yl)methyl)amino)ethoxy)ethyl)carbamate